piperidine-3-carboxylic acid benzylamide C(C1=CC=CC=C1)NC(=O)C1CNCCC1